N-benzyl-N-(7-chloro-3-cyano-6-hydroxy-1-benzothiophene-2-yl)acetamide C(C1=CC=CC=C1)N(C(C)=O)C=1SC2=C(C1C#N)C=CC(=C2Cl)O